ClC1=C(C=CC=C1C1=C(C(=NC=C1)C1=CC=C2C(=CN(C2=C1)C)CNCC(C)(C)O)Cl)C1=CC=C(C(=N1)OC)CNC[C@H]1CCC(N1)=O (R)-5-((((6-(2-chloro-3-(3-chloro-2-(3-(((2-hydroxy-2-methylpropyl)amino)methyl)-1-methyl-1H-indol-6-yl)pyridin-4-yl)phenyl)-2-methoxypyridin-3-yl)methyl)amino)methyl)pyrrolidin-2-one